ClC1=CC(=C(N=N1)C(=O)NC([2H])([2H])[2H])NC1=NC=CC(=C1OC)C1=NN(N=C1)C1CC1 6-chloro-4-((4-(2-cyclopropyl-2H-1,2,3-triazol-4-yl)-3-methoxypyridin-2-yl)amino)-N-(methyl-d3)pyridazine-3-carboxamide